FC=1C=C(C=C(C1O)F)B(O)O 3,5-difluoro-4-hydroxybenzeneboronic acid